COC1=C(C(=O)NC2C(CCCC2)OC)C(=CC(=C1)N1C=NC2=C1C=CC(=C2)C=2C=NN(C2)C)OC 2,6-dimethoxy-N-(2-methoxycyclohexyl)-4-[5-(1-methylpyrazol-4-yl)benzimidazol-1-yl]benzamide